3-chloro-N-((1R,3S,5s,7s)-2-(5-(3-cyano-6-(2-hydroxy-2-methylpropoxy)pyrazolo[1,5-a]pyridin-4-yl)pyridin-2-yl)-2-azaadamantan-5-yl)picolinamide ClC=1C(=NC=CC1)C(=O)NC12C[C@H]3N([C@H](CC(C1)C3)C2)C2=NC=C(C=C2)C=2C=3N(C=C(C2)OCC(C)(C)O)N=CC3C#N